(E)-1-(2-chloroacetyl)-1'-methyl-[3,3'-biindolinylidene]-2,2'-dione ClCC(=O)N1C(/C(/C2=CC=CC=C12)=C\1/C(N(C2=CC=CC=C12)C)=O)=O